1-methoxyphenazine COC1=CC=CC2=NC3=CC=CC=C3N=C12